O=C1NC2=CC(=CC=C2CC1)OCCCCNC(=O)C1=CC2=C(N1)C=CS2 N-(4-((2-oxo-1,2,3,4-tetrahydroquinolin-7-yl)oxy)butyl)-4H-thieno[3,2-b]pyrrole-5-carboxamide